C(#N)CC[C@H]1C[C@H](CCC1)NC1=C2C(=NC=C1C(=O)OC)NC=C2 |r| cis-racemic-Methyl 4-((3-(2-cyanoethyl)cyclohexyl)amino)-1H-pyrrolo[2,3-b]pyridine-5-carboxylate